C(C)S(=O)(=O)CCNC(=O)C1=CC2=C(N=CN2)C=C1 benzimidazole-5-carboxylic acid (2-ethanesulfonyl-ethyl)-amide